CC=1N=C2N(N=C(C=C2C)C=2C=C3C(NC(=NC3=CC2)N2CCN(C3(CC3)C2)C(=O)OC(C)(C)C)=O)C1 tert-butyl 7-(6-(2,8-dimethylimidazo[1,2-b]pyridazin-6-yl)-4-oxo-3,4-dihydroquinazolin-2-yl)-4,7-diazaspiro[2.5]octane-4-carboxylate